ALUMINUM-PALLADIUM [Pd].[Al]